C(#N)C=1C=CC=2C3=C(NC2C1)C(=C(C=N3)C(=O)NCC3CS(CC3)(=O)=O)NC(C)C 7-cyano-N-((1,1-dioxidotetrahydrothiophen-3-yl)methyl)-4-(isopropylamino)-5H-pyrido[3,2-b]indole-3-carboxamide